(2-(methylthio)naphthalen-1-yl)boric acid CSC1=C(C2=CC=CC=C2C=C1)OB(O)O